N=1N=C(NC1)C=1C=C(C=NC1)C=1C=C2C(=NC=NC2=CC1)N[C@H](C)C1=CC=CC=C1 (R)-6-(5-(4H-1,2,4-triazol-3-yl)pyridin-3-yl)-N-(1-phenylethyl)quinazolin-4-amine